CC1N(C(CCC1)C)CCN1CCNCC1 4-(2-(2,6-dimethylpiperidin-1-yl)ethyl)piperazin